[4-(4-aminopiperidin-1-yl)-5-fluoro-3-(3-fluoro-5-methylphenyl)quinolin-6-yl]-2-hydroxybenzonitrile NC1CCN(CC1)C1=C(C=NC2=CC=C(C(=C12)F)C=1C(=C(C#N)C=CC1)O)C1=CC(=CC(=C1)C)F